3-(2-Fluoroethoxy)-2-(3-methyl-6-prop-1-en-2-ylcyclohex-2-en-1-yl)-5-pentylphenol FCCOC=1C(=C(C=C(C1)CCCCC)O)C1C=C(CCC1C(=C)C)C